[(1-amino-6-isoquinolyl)methyl]-5-chloro-6-[[4-(4-pyridyl)piperazin-1-yl]methyl]pyridine-3-carboxamide NC1=NC=CC2=CC(=CC=C12)CC1=NC(=C(C=C1C(=O)N)Cl)CN1CCN(CC1)C1=CC=NC=C1